BrC=1C(=C(N)C=C(C1)C(C)(C)C)C 3-bromo-5-(tert-butyl)-2-methylaniline